4-(oxazole-2-carbonyl)piperidine-1-carboxylate O1C(=NC=C1)C(=O)C1CCN(CC1)C(=O)[O-]